N(=C=O)C1(C(C=CC=C1)C)C 1-isocyanatoxylene